C1(CCCC1)N1C(N(C(C(=C1)C(=O)NC1=CC=C(C=C1)OC=1C2=C(N=CN1)CN(CC2)C)=O)C2=CC=C(C=C2)F)=O 1-cyclopentyl-3-(4-fluorophenyl)-N-(4-((7-methyl-5,6,7,8-tetrahydropyrido[3,4-d]pyrimidin-4-yl)oxy)Phenyl)-2,4-dioxo-1,2,3,4-tetrahydropyrimidine-5-carboxamide